2-methyl-4-(piperazin-1-yl)phenol CC1=C(C=CC(=C1)N1CCNCC1)O